Amphetamine-d7 [2H]C1=C(C(=C(C(=C1[2H])[2H])C([2H])([2H])C(C)N)[2H])[2H]